ClS(=O)(=O)CCOCNC(CNC(OCC1C2=CC=CC=C2C=2C=CC=CC12)=O)=O (9H-fluoren-9-yl)methyl (2-(((2-(chlorosulfonyl)ethoxy)methyl)amino)-2-oxoethyl)carbamate